5-bromo-3-(4-bromo-2-methyloxazol-5-yl)-indole BrC=1C=C2C(=CNC2=CC1)C1=C(N=C(O1)C)Br